C12CN(CC(O1)C2)C2=NN(C1=C2C=NC(=C1)CC(=O)N)C1=NC(=CC=C1)C(CF)F (3-(6-oxa-3-azabicyclo[3.1.1]hept-3-yl)-1-(6-(1,2-difluoroethyl)pyridin-2-yl)-1H-pyrazolo[4,3-c]pyridin-6-yl)acetamide